C1=CC=CC=2C3=CC=CC=C3C(C12)COC(=O)N([C@@H](C(=O)O)CCC=C)C (R)-2-((((9H-fluoren-9-yl)methoxy)carbonyl)(methyl)amino)hex-5-enoic acid